(2R)-N-[4-cyano-3-(trifluoromethyl)phenyl]-3-[(4-fluorophenyl)sulfonyl]-2-hydroxy-2-methylpropionamide C(#N)C1=C(C=C(C=C1)NC([C@@](CS(=O)(=O)C1=CC=C(C=C1)F)(C)O)=O)C(F)(F)F